BrC1=C(C=C(C(=O)N2CC=3N(CC2)C(N(C3C(=O)NCC3=C(C=CC=C3)N3C=NC=C3)C3=CC=C(C=C3)OCC(F)(F)F)=O)C=C1)Cl 7-(4-bromo-3-chloro-benzoyl)-N-[(2-imidazol-1-ylphenyl)methyl]-3-oxo-2-[4-(2,2,2-trifluoroethoxy)phenyl]-6,8-dihydro-5H-imidazo[1,5-a]pyrazine-1-carboxamide